methyl 2-amino-5-fluoro-4-((trimethylsilyl)ethynyl)benzoate NC1=C(C(=O)OC)C=C(C(=C1)C#C[Si](C)(C)C)F